(4S,4'R)-6-chloro-2-[(2,4-dimethoxyphenyl)methyl]-4'-(hydroxymethyl)-1'-(4-isoquinolyl)spiro[3H-isoquinoline-4,3'-pyrrolidine]-1,2'-dione ClC=1C=C2C(=CC1)C(N(C[C@@]21C(N(C[C@@H]1CO)C1=CN=CC2=CC=CC=C12)=O)CC1=C(C=C(C=C1)OC)OC)=O